(2-(1,2-difluoroethyl)-3-fluorophenyl)-1,3-dioxolane FC(CF)C1=C(C=CC=C1F)C1OCCO1